C(=O)(OCCC)OOC(=O)OCCC dinormal propyl peroxydicarbonate